COCNC(=O)NCOC 1,3-bis-methoxymethylurea